C1(CCCCC1)P([C-]1C=CC=C1)C1CCCCC1.[C-]1(C=CC=C1)P(C1CCCCC1)C1CCCCC1.[Fe+2] 1,1'-bis(di-cyclohexylphosphino)ferrocene